Cl.Cl.O[C@H]1[C@@H](CCCC1)NC=1N=NC(=C2C1CNCC2)C2=C(C=C(C=C2)C(F)(F)F)O 2-(4-{[(1r,2r)-2-hydroxycyclohexyl]amino}-5,6,7,8-tetrahydropyrido[3,4-d]pyridazin-1-yl)-5-(trifluoromethyl)phenol dihydrochloride